CC=1C(=NC=CC1OCCCOC)CO 3-methyl-2-hydroxymethyl-4-(3-methoxypropoxy)pyridine